C(CCCCCCCCCCCCCCC(C)C)O isostearyl alcohol